4-[(3R)-3-methylmorpholin-4-yl]-6-[4-methyl-2-(trifluoromethyl)piperazin-1-yl]-1H-pyridin-2-one C[C@H]1N(CCOC1)C1=CC(NC(=C1)N1C(CN(CC1)C)C(F)(F)F)=O